N-[[6-(3-hydroxy-3-methyl-butanoyl)-6-azaspiro[2.5]octan-2-yl]methyl]furo[2,3-c]pyridine-2-carboxamide OC(CC(=O)N1CCC2(C(C2)CNC(=O)C2=CC=3C(=CN=CC3)O2)CC1)(C)C